[4,4'-bis(1,1-dimethylethyl)]-2,2'-bipyridine CC(C)(C)C1=CC(=NC=C1)C1=NC=CC(=C1)C(C)(C)C